FC(OC1=C(C=C(C=C1)N1N=C(CC1=O)C)C1=NN=C(N1CC1=CC=C(C=C1)OC)C)F 1-(4-(difluoromethoxy)-3-(4-(4-methoxybenzyl)-5-methyl-4H-1,2,4-triazol-3-yl)phenyl)-3-methyl-1H-pyrazol-5(4H)-one